3-cyclopropyl-N-[(2E)-imidazolidin-2-ylidene]-4-[(3-{[2-(oxan-4-yl)ethyl]carbamoyl}phenyl)amino]benzamide C1(CC1)C=1C=C(C(=O)N=C2NCCN2)C=CC1NC1=CC(=CC=C1)C(NCCC1CCOCC1)=O